2-(4-(2-fluorophenyl)-2-(pyrrolidin-1-yl)pyridin-3-yl)-3H-imidazo[4,5-c]pyridine Formic Acid Salt C(=O)O.FC1=C(C=CC=C1)C1=C(C(=NC=C1)N1CCCC1)C1=NC2=C(C=NC=C2)N1